3-endo-(8-{2-[(2,6-difluorobenzyl)-((S)-2-hydroxy-3-phenylpropionyl)-amino]ethyl}-8-aza-bicyclo[3.2.1]oct-3-yl)benzamide TFA salt OC(=O)C(F)(F)F.FC1=C(CN(CCN2C3CC(CC2CC3)C=3C=C(C(=O)N)C=CC3)C([C@H](CC3=CC=CC=C3)O)=O)C(=CC=C1)F